C1(CC1)COC1=C(CNCC2CCN(CC2)C(=O)OC(C)(C)C)C=CC(=C1)F tert-butyl 4-(((2-(cyclopropylmethoxy)-4-fluorobenzyl) amino)methyl)piperidine-1-carboxylate